bromoiodine cesium lead [Pb].[Cs].BrI